O1C(CCC1)OC(C=CCC1C(CCC1)=O)C 2-(4-((tetrahydrofuran-2-yl)oxy)pent-2-en-1-yl)cyclopentan-1-one